C(C)S(=O)(=O)N1CCC(CC1)C(C)C=1C(=C(C(=O)N)C=CC1)C (1-(1-(ethylsulfonyl)piperidin-4-yl)ethyl)-2-methylbenzamide